(R)-2-((((9H-fluoren-9-yl)methoxy)carbonyl)amino)-3-(3-(pyridin-3-yl)phenyl)propanoic acid C1=CC=CC=2C3=CC=CC=C3C(C12)COC(=O)N[C@@H](C(=O)O)CC1=CC(=CC=C1)C=1C=NC=CC1